ClC1=CC=C(C=C1)NC(C(=CC1=CC(=C(C(=C1)C(C)(C)C)O)C(C)(C)C)C#N)=O N-(4-Chloro-Phenyl)-2-Cyano-3-(3,5-Di-Tert-Butyl-4-Hydroxy-Phenyl)-Acrylamide